1-(1H-benzo[d]imidazol-2-yl)propan-2-one N1C(=NC2=C1C=CC=C2)CC(C)=O